C(CCCCCCCC)OC(C1=C(C=CC(=C1)Cl)CN1C(N(C=2N=C(N(C2C1=O)CC#CC)N1C[C@@H](CCC1)N)C)=O)=O.C(C)N(CC)CCC[Si](Cl)(Cl)Cl N,N-diethyl-aminopropyl-trichlorosilane Nonyl-(R)-2-((8-(3-aminopiperidin-1-yl)-7-(but-2-yn-1-yl)-3-methyl-2,6-dioxo-2,3,6,7-tetrahydro-1H-purin-1-yl)methyl)-5-chlorobenzoate